COC1=CC(=CC=2C=CC3(N(C4=CC=CC=C4C3(C)C)C)OC21)[N+](=O)[O-] 8-methoxy-1',3',3'-trimethyl-6-nitrospiro[benzopyran-2,2'-indole]